C(C)(C)C1=C(N=CN1CCOC1=CC=CC=C1)C=C1C(NCC(N1)=O)=O 6-((5-isopropyl-1-(2-phenoxyethyl)-1H-imidazol-4-yl)methylene)piperazine-2,5-dione